2-(4,4-difluoroazepan-1-yl)-N-(3-sulfamoylphenyl)-5-(trifluoromethyl)quinoline-3-carboxamide FC1(CCN(CCC1)C1=NC2=CC=CC(=C2C=C1C(=O)NC1=CC(=CC=C1)S(N)(=O)=O)C(F)(F)F)F